Cl.Cl.Cl.OC1=CC=C2C(C=C(OC2=C1OC)C1=CC=C(C=C1)CCCCN(CCN1CCN(CC1)C)C)=O 7-Hydroxy-8-methoxy-2-(4-(4-(methyl(2-(4-methylpiperazin-1-yl)ethyl)amino)butyl)phenyl)-4H-chromen-4-one trihydrochloride